C(C)C(C(=O)OC(CC)(C)C)CCCC (1,1-dimethylpropyl) 2-ethylhexanoate